CN1C(C(=CC2=C1N=CN=C2)C=2CCS(CC2)(=O)=NC)=O 8-Methyl-6-(1-(Methylimino)-1-Oxido-1,2,3,6-Tetrahydro-1λ6-Thiopyran-4-yl)Pyrido[2,3-D]Pyrimidin-7(8H)-One